(S)-2-((4-((2-fluoro-1-phenylethyl)amino)-5-(5-(2-hydroxypropan-2-yl)-1,3,4-oxadiazol-2-yl)pyridin-2-yl)amino)-6,7-dihydro-5H-pyrrolo[3,4-b]pyridin-5-one FC[C@H](C1=CC=CC=C1)NC1=CC(=NC=C1C=1OC(=NN1)C(C)(C)O)NC1=CC=C2C(=N1)CNC2=O